5,10,15,20-tetra(pentafluorophenyl)-21H,23H-porphyrin FC1=C(C(=C(C(=C1C=1C2=CC=C(N2)C(=C2C=CC(C(=C3C=CC(=C(C=4C=CC1N4)C4=C(C(=C(C(=C4F)F)F)F)F)N3)C3=C(C(=C(C(=C3F)F)F)F)F)=N2)C2=C(C(=C(C(=C2F)F)F)F)F)F)F)F)F